(7-fluoroquinolin-4-yl)boronic acid FC1=CC=C2C(=CC=NC2=C1)B(O)O